CC1=CC(CC(C1)CCCCCCC)=O 3-methyl-5-heptyl-2-cyclohexenone